C1=CC(=CC=C1Br)I 4-bromoiodobenzene